(S)-1-(3,4,5-trimethoxyphenyl)-4-(3-chloro-4-methoxyphenyl)-3-methyleneazetidin-2-one COC=1C=C(C=C(C1OC)OC)N1C(C([C@@H]1C1=CC(=C(C=C1)OC)Cl)=C)=O